The molecule is an ergostanoid that is (5alpha)-ergosta-8,24(28)-diene substituted by a beta-hydroxy group at position 3 and an oxo group at position 7. It has been isolated from Aspergillus ochraceus. It has a role as an Aspergillus metabolite. It is a 3beta-hydroxy steroid, a 7-oxo steroid and an ergostanoid. It derives from a hydride of a 5alpha-ergostane. C[C@H](CCC(=C)C(C)C)[C@H]1CC[C@@H]2[C@@]1(CCC3=C2C(=O)C[C@@H]4[C@@]3(CC[C@@H](C4)O)C)C